NC=1C(=NC=CN1)C(=O)NC=1C(=CC=2[C@@]34C([C@H](CC2C1)N(CC4)C)CCCC3)OC 3-amino-N-[(1S,9S)-4-methoxy-17-methyl-17-azatetracyclo[7.5.3.01,10.02,7]heptadeca-2(7),3,5-trien-5-yl]pyrazine-2-carboxamide